C1C2=CC=CC=C2OC3=CC=CC(=C31)N Aminoxanthene